C(CCC)(=O)OC1=C(N(C2=C(C=C(C=C12)F)F)C)C1=CC=C(C=C1)F methyl-[5,7-difluoro-2-(4-fluorophenyl)-1H-indol-3-yl] butanoate